3-(5-isobutyl-3-methylenecyclohex-1-en-1-yl)propanal C(C(C)C)C1CC(C=C(C1)CCC=O)=C